C(C)O[Si](OCC)(OCC)C(CCN)[Si](OCC)(OCC)OCC bis(ethoxydiethoxysilyl)propylamine